N-methyl-1-(6-methyl-4-(trifluoromethyl)pyridin-2-yl)-4,5-dihydro-1H-pyrazole-5-carboxamide CNC(=O)C1CC=NN1C1=NC(=CC(=C1)C(F)(F)F)C